COC1=CC=C(CN(C2=CC(=NC=N2)N2C(=NC=C2)NC=2C(=CC(=NC2)C(CC)=O)C)CC2=CC=C(C=C2)OC)C=C1 1-(5-((1-(6-(bis(4-methoxybenzyl)amino)pyrimidin-4-yl)-1H-imidazol-2-yl)amino)-4-methylpyridin-2-yl)propan-1-one